(R)-3-(3-chloro-4-fluorophenyl)-1-(2-hydroxyethyl)-1-((1-oxo-1,2-dihydroisoquinolin-4-yl)methyl)urea ClC=1C=C(C=CC1F)NC(N(CC1=CNC(C2=CC=CC=C12)=O)CCO)=O